Cl.SCCNC(C)=O N-(2-mercaptoethyl)acetamide hydrochloride